C(C)OC(=O)C=1C=NN2C1C(=C(C=C2)Br)Cl 5-Bromo-4-chloropyrazolo[1,5-a]pyridine-3-carboxylic acid ethyl ester